C1(CC1)CCC(C1=CC=NC=C1)=NS(=O)C(C)(C)C (-)-N-(3-cyclopropyl-1-(pyridin-4-yl)propylidene)-2-methylpropane-2-sulfinamide